2,8-Dimethyl-5-[[2-[2-([1,2,4]triazolo[4,3-a]pyridin-7-ylamino)ethyl]-2-azaspiro[3.3]heptan-6-yl]oxy]isoquinolin-1-one CN1C(C2=C(C=CC(=C2C=C1)OC1CC2(CN(C2)CCNC2=CC=3N(C=C2)C=NN3)C1)C)=O